CC(COCCNC(OC(C)(C)C)=O)=C tert-butyl (2-((2-methylallyl)oxy)ethyl)carbamate